2-(2,6-dioxopiperidin-3-yl)-5-(3-(2-hydroxyethoxy)azetidin-1-yl)isoindolin-1,3-dione O=C1NC(CCC1N1C(C2=CC=C(C=C2C1=O)N1CC(C1)OCCO)=O)=O